N4-(pyridin-3-yl)-1H-1,2,4-triazole-3,5-diamine N1=CC(=CC=C1)N1C(=NNC1N)N